2-[(1S,4S,5R)-5-[[1-cyclopropyl-4-(2,6-dichlorophenyl)-1H-1,2,3-triazol-5-yl]methoxy]-2-azabicyclo[2.2.1]heptan-2-yl]-4-(trifluoromethoxy)-1,3-benzothiazole-6-carboxylic acid C1(CC1)N1N=NC(=C1CO[C@H]1[C@@H]2CN([C@H](C1)C2)C=2SC1=C(N2)C(=CC(=C1)C(=O)O)OC(F)(F)F)C1=C(C=CC=C1Cl)Cl